C1(CC1)CC=1C=C(C=C(C1)OC(F)(F)F)CN (3-(cyclopropylmethyl)-5-(trifluoromethoxy)phenyl)methylamine